C(C1=CC=CC=C1)O[C@@H](COCC[C@H](OC1=NC=CC(=N1)C1=NN(C2=CC=C(C=C12)O[Si](C)(C)C(C)(C)C)C1OCCCC1)C)C [3-[2-[(1R)-3-[(2R)-2-benzyloxypropoxy]-1-methyl-propoxy]pyrimidin-4-yl]-1-tetrahydropyran-2-yl-indazol-5-yl]oxy-tert-butyl-dimethyl-silane